CN1C(=[N+](C=C1)C)CCCCCCCCCCCCCCCCCC 1-methyl-2-stearyl-3-methylimidazolium